{2-{[tert-butyl (dimethyl) silyl] oxy}-1-[(benzhydrylamino) methyl] ethoxy} propanoate C(CC)(=O)OOC(CO[Si](C)(C)C(C)(C)C)CNC(C1=CC=CC=C1)C1=CC=CC=C1